FC1=CC=C(CC2=CN=C(S2)NC(=O)C2=NN(C(CC2)=O)C)C=C1 N-(5-(4-fluorobenzyl)thiazol-2-yl)-1-methyl-6-oxo-1,4,5,6-tetrahydropyridazine-3-carboxamide